3-[3-[(2S)-2-(hydroxymethyl)piperidine-1-carbonyl]pyridin-2-yl]propionitrile OC[C@H]1N(CCCC1)C(=O)C=1C(=NC=CC1)CCC#N